CN1N=CC2=CC=C(C=C12)C=1C2=C(NN1)C1=C(C2)SC(=C1)C1=CC=C(C=C1)CN1CCCCC1 3-(1-Methyl-1H-indazol-6-yl)-6-(4-(piperidin-1-ylmethyl)phenyl)-1,4-dihydrothieno[2',3':4,5]cyclopenta[1,2-c]pyrazole